1-(4-(perfluoroethoxy)phenyl)-3-(4-vinylphenyl)-1H-1,2,4-triazole FC(C(F)(F)F)(OC1=CC=C(C=C1)N1N=C(N=C1)C1=CC=C(C=C1)C=C)F